FC1=C(C=CC(=C1)F)C(CC(C(=O)O)(C1=CNC2=CC=CC=C12)C1=C(C=C(C=C1)F)F)=O 4-(2,4-difluorophenyl)-2-(2,4-difluorophenyl)-2-(1H-indol-3-yl)-4-oxobutanoic acid